(1S,4r)-4-((S)-2-Benzyl-6-(methoxycarbonyl)-7-methyl-6,7,8,9-tetrahydro-3H-imidazo[4,5-f]chinolin-3-yl)cyclohexan C(C1=CC=CC=C1)C=1N(C=2C(=C3CC[C@@H](N(C3=CC2)C(=O)OC)C)N1)C1CCCCC1